C(C)(C)(C)OC(N[C@H]1C[C@@H](CC1)C1=C(C=CC(=C1)Cl)C#N)=O ((1R,3R)-3-(5-chloro-2-cyanophenyl)cyclopentyl)carbamic acid tert-butyl ester